C(C)(C)(C)OC(=O)NCCCN1CCN(CC1)CCCN(C/C=C/C(=O)OC)C methyl (E)-4-[3-[4-[3-(tert-butoxycarbonylamino)propyl]piperazin-1-yl]propyl-methyl-amino]but-2-enoate